C(C)(=O)OC1=C(C=CC(=C1)C1CCC1)N1N=C2CCNC[C@H]3C2=C1CCN3C(=O)OC(C)(C)C |o1:21| tert-butyl (R or S)-2-(2-acetoxy-4-cyclobutylphenyl)-2,3,4,5a,6,7,8,9-octahydro-5H-1,2,5,7-tetraazabenzo[cd]azulene-5-carboxylate